1,1,3-tribromo-3-chloroprop-1-ene BrC(=CC(Cl)Br)Br